NC1=C2C(N(C(=NC2=CC=C1)C)C1C(NC(CC1)=O)=O)=O 3-(5-Amino-2-methyl-4-oxoquinazolin-3(4H)-yl)piperidine-2,6-dione